C(C)(C)(C)OCCCN(CC(=O)O)C(=O)OCC1C2=CC=CC=C2C=2C=CC=CC12 2-{[3-(tert-butoxy)propyl]({[(9H-fluoren-9-yl)methoxy]carbonyl})amino}acetic acid